BrC1=NC(=CC(=C1C#N)C(F)(F)F)C 2-bromo-3-cyano-6-methyl-4-(trifluoromethyl)pyridine